BrC1=NC=CC(=C1)CN1CCCCC1 2-bromo-4-(piperidinylmethyl)pyridine